(S)-4-fluoro-1-(2-fluorobenzyl)-N-(5-methyl-4-oxo-2,3,4,5-tetrahydropyrido[3,2-b][1,4]oxazepin-3-yl)-1H-pyrazole-3-carboxamide FC=1C(=NN(C1)CC1=C(C=CC=C1)F)C(=O)N[C@@H]1C(N(C2=C(OC1)C=CC=N2)C)=O